C[C@@H]1C=2N(CCN1)C(=NN2)C=2SC1=C(N2)C=CC(=C1)C#N (R)-2-(8-methyl-5,6,7,8-tetrahydro-[1,2,4]triazolo[4,3-a]pyrazin-3-yl)benzo[d]thiazole-6-carbonitrile